tert-Butyl cis-4-(((7-(cyclopentylamino)-5-fluoro-4-oxo-3,4-dihydroquinazolin-2-yl)methyl)thio)-3-fluoropiperidine-1-carboxylate C1(CCCC1)NC1=CC(=C2C(NC(=NC2=C1)CS[C@@H]1[C@@H](CN(CC1)C(=O)OC(C)(C)C)F)=O)F